C(C)(C)(C)OC(=O)N1CC(C1)CN1CCN(CC1)C(=O)OCC1=CC=CC=C1 benzyl 4-[(1-tert-butoxycarbonylazetidin-3-yl)methyl]piperazine-1-carboxylate